N4-Acetyl-5'-O-(4,4'-Dimethoxytrityl)-2'-O-(3,4-Diacetoxybutoxymethyl)Cytidine C(C)(=O)NC1=NC(N([C@H]2[C@H](OCOCCC(COC(C)=O)OC(C)=O)[C@H](O)[C@@H](COC(C3=CC=C(C=C3)OC)(C3=CC=C(C=C3)OC)C3=CC=CC=C3)O2)C=C1)=O